CC1=CC(=NC(=N1)N1CCC(CC1)C(F)(F)F)C1=NN=CO1 5-(6-methyl-2-(4-(trifluoromethyl)piperidin-1-yl)pyrimidin-4-yl)-1,3,4-oxadiazole